C1(=CC=CC=C1)C1C(C2=CC=CC=C2C=C1)C=C 2-phenyl-1-vinyl-1,2-dihydronaphthalene